3-{3-[(propylcarbamoyl)amino]phenyl}propanoic acid C(CC)NC(=O)NC=1C=C(C=CC1)CCC(=O)O